ClC=1C(=NC(=NC1)NC(C)C)C1=CC=C2CN(C(C2=C1)=O)[C@@H](C(=O)N[C@H](CO)C1=NC(=CC=C1)N(C)C)C (2R)-2-(6-{5-chloro-2-[(propan-2-yl)amino]pyrimidin-4-yl}-1-oxo-2,3-dihydro-1H-isoindol-2-yl)-N-[(1S)-1-[6-(dimethylamino)pyridin-2-yl]-2-hydroxyethyl]propanamide